N-benzyl-N-(2,3,4-trimethylphenyl)formamide sodium [Na].C(C1=CC=CC=C1)N(C=O)C1=C(C(=C(C=C1)C)C)C